azobis-1-cyclohexanecarbonitrile N(=NC1(CCCCC1)C#N)C1(CCCCC1)C#N